C(CCCCCCCCCCCCCCCCC)C(C(=O)O)CC(=O)O Octadecyl-succinic acid